4-(1,1-Difluoropropan-2-yl)-3,5-bis(1H-indol-4-yl)-1H-pyrrole-2-carboxylic acid FC(C(C)C=1C(=C(NC1C1=C2C=CNC2=CC=C1)C(=O)O)C1=C2C=CNC2=CC=C1)F